C12(CC3CC(CC(C1)C3)C2)N\C(=N/S(=O)(=O)C2=CC=C(C=C2)C(F)(F)F)\N2N=C(C(CC2)C2=CC=CC=C2)C2=CC=C(C=C2)Cl (E)-N-((3s,5s,7s)-adamantan-1-yl)-3-(4-chlorophenyl)-4-phenyl-N'-((4-(trifluoromethyl)phenyl)sulfonyl)-5,6-dihydropyridazine-1(4H)-carboximidamide